tert-butyl (2S,3R)-3-[[7-bromo-2-chloro-8-fluoro-6-(trifluoromethyl)quinazolin-4-yl]-methyl-amino]-2-methyl-pyrrolidine-1-carboxylate BrC1=C(C=C2C(=NC(=NC2=C1F)Cl)N([C@H]1[C@@H](N(CC1)C(=O)OC(C)(C)C)C)C)C(F)(F)F